2-[1-[3-chloro-1-(3-cyano-pyridin-6-yl)-1H-1,2,4-triazol-5-yl]ethyl]-1H-isoindole-1,3(2H)-dione ClC1=NN(C(=N1)C(C)N1C(C2=CC=CC=C2C1=O)=O)C1=CC=C(C=N1)C#N